2-methyl-N-(1-methyl-1H-pyrazol-4-yl)-5-((4-methylthiazol-5-yl)methoxy)benzofuran CC=1OC2=C(C1)C=C(C=C2)OCC2=C(N(CS2)C=2C=NN(C2)C)C